(6Z)-8-(trans-4-aminocyclohexoxy)-6-(3-benzyloxypropoxyimino)-5,5-dimethyl-benzo[h]quinazolin-4-amine N[C@@H]1CC[C@H](CC1)OC=1C=CC2=C(\C(\C(C=3C(=NC=NC23)N)(C)C)=N/OCCCOCC2=CC=CC=C2)C1